COC1=CC=C(CN(S(=O)(=O)C=2C=NN(C2)C(COC2=NC=CC(=C2)C2=CC(=C(C(=C2CC(=O)OC(C)(C)C)C(C)C)F)C#N)(C)C)CC2=CC=C(C=C2)OC)C=C1 tert-butyl 2-(6-(2-(2-(4-(N,N-bis(4-methoxybenzyl)sulfamoyl)-1H-pyrazol-1-yl)-2-methylpropoxy)pyridin-4-yl)-4-cyano-3-fluoro-2-isopropylphenyl)-acetate